5-{[(3R)-3-ethyl-4-methylpiperazin-1-yl]carbonyl}-N-(5-fluoro-2-methylpyrimidin-4-yl)-6,6-dimethyl-1,4,5,6-tetrahydropyrrolo[3,4-c]pyrazol-3-amine C(C)[C@@H]1CN(CCN1C)C(=O)N1C(C=2NN=C(C2C1)NC1=NC(=NC=C1F)C)(C)C